Benzyl 2,3,6-tri-O-benzyl-4-O-(2,5-dichloro-6-methoxybenzoyl)-α-D-glucopyranoside C(C1=CC=CC=C1)O[C@H]1[C@@H](OCC2=CC=CC=C2)O[C@@H]([C@H]([C@@H]1OCC1=CC=CC=C1)OC(C1=C(C=CC(=C1OC)Cl)Cl)=O)COCC1=CC=CC=C1